CN1C(=CC2=C(C=CC=C12)C)[Si](CC)(CC)CC 1,4-Dimethyl-2-(triethylsilyl)-1H-indole